NC=1C2=C(N=CN1)N(C=C2)[C@@H]2O[C@@H]([C@H]([C@H]2O)O)[C@@H]2OCC(C1=CC=CC=C21)(F)F (2R,3R,4S,5S)-2-(4-amino-7H-pyrrolo[2,3-d]pyrimidin-7-yl)-5-((R)-4,4-difluoroisochroman-1-yl)tetrahydrofuran-3,4-diol